Cl.Cl.ClC1=C(C2=C(SC3=C2N=CN=C3NCC3=CC=C(C=C3)CN3CCOCC3)N=C1C)C 8-chloro-7,9-dimethyl-N-[[4-(morpholinomethyl)phenyl]methyl]pyrido[3',2':4,5]thieno[3,2-d]pyrimidin-4-amine dihydrochloride